2-amino-3-(6-methyl-2-oxo-1,2-dihydro-quinolin-3-yl)propionamide 3-hydroxy-2-[(1R,6R)-6-isopropenyl-3-methylcyclohex-2-enyl]-5-propylphenolate OC=1C(=C(C=C(C1)CCC)[O-])[C@@H]1C=C(CC[C@H]1C(=C)C)C.NC(C(=O)N)CC=1C(NC2=CC=C(C=C2C1)C)=O